C(N1N=C2C(=N1)C=CC=C2)N2N=C1C(=N2)C=CC=C1 2,2'-methylenebisBenzotriazole